4-((4-((3-hydroxy-4-methylphenyl)carbamoyl)piperidin-1-yl)sulfonyl)-1-methyl-1H-pyrrole-2-carboxylic acid OC=1C=C(C=CC1C)NC(=O)C1CCN(CC1)S(=O)(=O)C=1C=C(N(C1)C)C(=O)O